ClC1=CC(=C(C=C1)C=1C=C(C=2C(=NC(=C(N2)C)C)N1)[C@H]1C[C@@H](OCC1)C=1C=NN(C1)C1CC1)F 6-(4-chloro-2-fluorophenyl)-8-((2R,4R)-2-(1-cyclopropyl-1H-pyrazol-4-yl)tetrahydro-2H-pyran-4-yl)-2,3-dimethylpyrido[2,3-b]pyrazine